6-((2-aminoethyl)sulfonyl)-3-(1H-indazol-7-yl)-2-(1H-tetrazol-5-yl)benzenesulfonamide NCCS(=O)(=O)C1=CC=C(C(=C1S(=O)(=O)N)C1=NN=NN1)C=1C=CC=C2C=NNC12